6-(4-(methoxy-d3)phenyl)pyrazine-2-carboxylic acid C(OC1=CC=C(C=C1)C1=CN=CC(=N1)C(=O)O)([2H])([2H])[2H]